N-(2-((2-methoxyethoxy)methoxy)-5-(5-methyl-1-oxo-6-(4,4,5,5-tetramethyl-1,3,2-dioxaborolan-2-yl)-3,4-dihydroisoquinolin-2(1H)-yl)phenyl)methanesulfonamide COCCOCOC1=C(C=C(C=C1)N1C(C2=CC=C(C(=C2CC1)C)B1OC(C(O1)(C)C)(C)C)=O)NS(=O)(=O)C